[Ni].[Al] Aluminium-Nickel